formyl-3-oxoglutarate C(=O)OC(CC(CC(=O)[O-])=O)=O